C1(=CC(=CC=C1)C1=C2NC=C(C[C@H](N)C(=O)O)C2=CC=C1)C1=CC=CC=C1 7-(biphenyl-3-yl)-Tryptophan